COC1=C(C=C(C=C1)C=CC1=CC(=C(C(=C1)OC)OC)OC)Br 2-methoxy-5-(3,4,5-trimethoxystyryl)bromobenzene